Ethyl 4-((3-chloro-4-fluorophenyl) amino)-7-nitro-1H-indole-2-carboxylate ClC=1C=C(C=CC1F)NC1=C2C=C(NC2=C(C=C1)[N+](=O)[O-])C(=O)OCC